COCCN1CC(NC2=NC=C(N=C21)C=2C=NC(=CC2C)C2=NNC=N2)=O 4-(2-methoxyethyl)-6-(4-methyl-6-(1H-1,2,4-triazol-3-yl)pyridin-3-yl)-3,4-dihydropyrazino[2,3-b]pyrazin-2(1H)-one